ClC1=NC(=CC(=C1)C=1C(=NN2C1N=C(C=C2)N[C@H]2CNCC2)C=2C=C(C#N)C=CC2)C 3-[3-(2-Chloro-6-methyl-4-pyridyl)-5-[[(3R)-pyrrolidin-3-yl]amino]pyrazolo[1,5-a]pyrimidin-2-yl]benzonitrile